CN1C(N(C2=NC(=NC=C12)C=1C(=NC=CC1)N1CCOCC1)CC1=CC=C(C=C1)C=1N(C=C(N1)C(F)(F)F)C)=O 7-methyl-9-(4-(1-methyl-4-(trifluoromethyl)-1H-imidazol-2-yl)benzyl)-2-(2-morpholinopyridin-3-yl)-7,9-dihydro-8H-purin-8-one